N[O-].C(C(=C)C)(=O)OCC ethyl methacrylate aminoxide